5-(1,3-dioxolan-2-yl)-N-(4-methyl-3-phenoxyphenyl)-2-nitrothiophen-3-amine O1C(OCC1)C1=CC(=C(S1)[N+](=O)[O-])NC1=CC(=C(C=C1)C)OC1=CC=CC=C1